CC1=CC=C(N1)C(=O)OCC ethyl 5-methyl-1H-pyrrole-2-carboxylate